1,2-diphenoxycyclopentane O(C1=CC=CC=C1)C1C(CCC1)OC1=CC=CC=C1